3-{3-[4-(trifluoromethoxy)phenyl]-1,2,4-oxadiazol-5-yl}propanoic acid FC(OC1=CC=C(C=C1)C1=NOC(=N1)CCC(=O)O)(F)F